BrC1CCC=2C1=NNC(C2C(F)(F)F)=O 7-Bromo-4-(trifluoromethyl)-2,5,6,7-tetrahydrocyclopenta[c]pyridazin-3-one